1-(2'-hydroxyethyl)-3-butyl-imidazole tetrafluoroborate F[B-](F)(F)F.OCCN1CN(C=C1)CCCC